((1S,4aS,5R,7aS)-8-oxo-1,4a,5,7a-tetrahydro-1,5-(epoxymethano)cyclopenta[c]pyran-3-yl)methyl 4-fluorobenzoate FC1=CC=C(C(=O)OCC2=C[C@H]3[C@H]4[C@@H](O2)OC([C@@H]3C=C4)=O)C=C1